FC=1C=C(C=NC1)C1=NC=2N(C(=C1)NC1CCC=3C=NNC3C1)N=CC2C(C)C 5-(5-fluoro-3-pyridinyl)-3-isopropyl-N-(4,5,6,7-tetrahydro-1H-indazol-6-yl)pyrazolo[1,5-a]Pyrimidine-7-amine